N-(5,6-difluoro-1H-indol-3-yl)thieno[2,3-b]pyridine-2-carboxamide FC=1C=C2C(=CNC2=CC1F)NC(=O)C1=CC=2C(=NC=CC2)S1